O1CCC(CC1)NC(C1=CC=CC=C1)=O N-(tetrahydro-2H-pyran-4-yl)benzamide